(2R,3R,4R)-2-(acetoxymethyl)-5-(7-(((S)-5,7-difluorochroman-4-yl)oxy)-5-(dimethylcarbamoyl)-2-methyl-1H-benzo[d]imidazol-1-yl)tetrahydrofuran C(C)(=O)OC[C@@H]1OC(CC1)N1C(=NC2=C1C(=CC(=C2)C(N(C)C)=O)O[C@@H]2CCOC1=CC(=CC(=C21)F)F)C